5-(1H-pyrazol-5-yl)-1,3,4-oxadiazole N1N=CC=C1C1=NN=CO1